O=C1N2[C@H](OC13CCN(CC3)C3=NC=NC=1N3N=CC1C#N)CC[C@H]2C2=CC=CC=C2 4-[(5'S,7a'R)-3'-oxo-5'-phenyltetrahydro-1H,3'H-spiro[piperidine-4,2'-pyrrolo[2,1-b][1,3]oxazol]-1-yl]pyrazolo[1,5-a][1,3,5]triazine-8-carbonitrile